2-pyridineacetyl chloride N1=C(C=CC=C1)CC(=O)Cl